ClC1=CC=C2C(=CNC2=C1C1=NC(=CC=C1)C)S(=O)(=O)NC1=NC(=C(C(=N1)OC)OCC(F)F)OC 6-chloro-N-[5-(2,2-difluoroethoxy)-4,6-dimethoxy-pyrimidin-2-yl]-7-(6-methyl-2-pyridyl)-1H-indole-3-sulfonamide